3-((6-(cyclopropanecarboxamido)-5-fluoropyridin-3-yl)ethynyl)-4-methyl-N-(4-((4-methylpiperazin-1-yl)methyl)-3-(trifluoromethyl)phenyl)benzamide C1(CC1)C(=O)NC1=C(C=C(C=N1)C#CC=1C=C(C(=O)NC2=CC(=C(C=C2)CN2CCN(CC2)C)C(F)(F)F)C=CC1C)F